C(C)(C)(C)OC(=O)N1CCC2(CC1)CCC(CC2)C=CC(=O)OCC tert-butyl-9-(3-ethoxy-3-oxoprop-1-en-1-yl)-3-azaspiro[5.5]undecane-3-carboxylate